FC1=NNC2=CC=C(C=C12)CNC(=O)C1CCN(CC1)C(=O)C1=NNC(=C1)C1=CC(=NC=C1F)OC N-((3-fluoro-1H-indazol-5-yl)methyl)-1-(5-(5-fluoro-2-methoxypyridin-4-yl)-1H-pyrazole-3-carbonyl)piperidine-4-carboxamide